NC=1C(=NC(=C(N1)N)Cl)C(=O)NC(NCCCCC1=CC=C(C=C1)C1=CC=C(C=C1)CCC(=O)N(C)[C@@H](CCCCN)C1=NN=NN1)=N (S)-3,5-diamino-N-(N-(4-(4'-(3-((5-amino-1-(1H-tetrazol-5-yl)pentyl)(methyl)amino)-3-oxopropyl)-[1,1'-biphenyl]-4-yl)butyl)carbamimidoyl)-6-chloropyrazine-2-carboxamide